2-(p-tolyl)oxazole-5-carboxylic acid C1(=CC=C(C=C1)C=1OC(=CN1)C(=O)O)C